BrC=1N=CN(C1C(=O)NC1=CC(=C(C=C1)Cl)F)C 4-bromo-N-(4-chloro-3-fluorophenyl)-1-methyl-1H-imidazole-5-carboxamide